2-oxa-7-aza-3-boraspiro[4.4]nonan-3-ol C1OB(CC12CNCC2)O